3-(2-formyl-9-hydroxy-1-methyl-1H-phenalen-5-yl)-7-ureido-2-naphthoic acid methyl ester COC(=O)C1=CC2=CC(=CC=C2C=C1C=1C=C2C=C(C(C=3C(=CC=C(C1)C32)O)C)C=O)NC(=O)N